4-[5-(6-aminopyridin-3-yl)-2-(cyclopropylmethoxy)phenyl]-6-methyl-1,6-dihydro-7H-pyrrolo[2,3-c]pyridin-7-one NC1=CC=C(C=N1)C=1C=CC(=C(C1)C=1C2=C(C(N(C1)C)=O)NC=C2)OCC2CC2